7-(1-(5-(1,1,1-trifluoro-3-(4-methylpiperazin-1-yl)propan-2-yl)pyridin-2-yl)-1H-pyrazol-4-yl)-3H-imidazo[4,5-b]pyridine FC(C(CN1CCN(CC1)C)C=1C=CC(=NC1)N1N=CC(=C1)C1=C2C(=NC=C1)NC=N2)(F)F